4-amino-6-((5-fluoropyridin-3-yl)ethynyl)-N-(4-(methoxymethyl)phenyl)-7-(1-methylcyclopropyl)-7H-pyrrolo[2,3-d]pyrimidine-5-carboxamide NC=1C2=C(N=CN1)N(C(=C2C(=O)NC2=CC=C(C=C2)COC)C#CC=2C=NC=C(C2)F)C2(CC2)C